C1C(CC12CCC2)NC(=O)N[C@@H](C)C2=CC(=CC=C2)C(F)(F)F 1-spiro[3.3]hept-2-yl-3-[(S)-1-(3-trifluoromethyl-phenyl)-ethyl]-urea